N-(2,6-dioxopiperidine-3-yl)-5-(4-formylpiperidin-1-yl)pyridinecarboxamide O=C1NC(CCC1NC(=O)C1=NC=C(C=C1)N1CCC(CC1)C=O)=O